BrC=1C=C(OCC(=O)NC2CC2)C=C(C1)F 2-(3-bromo-5-fluorophenoxy)-N-cyclopropylacetamide